5-Methyl-8-((3R,4S)-3-methyl-4-(4-(tert-pentyl)phenoxy)piperidin-1-yl)-6-oxo-5,6-dihydro-1,5-naphthyridin-2-carbonitril CN1C=2C=CC(=NC2C(=CC1=O)N1C[C@H]([C@H](CC1)OC1=CC=C(C=C1)C(C)(C)CC)C)C#N